methyl (R)-3-(4-amino-3,5-diiodophenyl)-2-(benzyloxycarbonyl-amino)propanoate NC1=C(C=C(C=C1I)C[C@H](C(=O)OC)NC(=O)OCC1=CC=CC=C1)I